4-aminophenyl-butanone NC1=CC=C(C=C1)CC(CC)=O